(S)-N-(1-(2,3-dihydroxy-2-methylpropyl)-3-(5-fluoro-2-methoxyphenyl)-1H-pyrazol-4-yl)pyrazolo[1,5-a]pyrimidine-3-carboxamide O[C@@](CN1N=C(C(=C1)NC(=O)C=1C=NN2C1N=CC=C2)C2=C(C=CC(=C2)F)OC)(CO)C